ClC1=CC=C2C(=NC=3N(C2=C1)C=NN3)N(C)C=3C=C(C=CC3F)C3=CC=C(C=C3)C(F)F 8-chloro-N-(4'-(difluoromethyl)-4-fluoro-[1,1'-biphenyl]-3-yl)-N-methyl-[1,2,4]triazolo[4,3-a]quinazolin-5-amine